tetradecane-1,4,8,11-tetraamine tetraacetate C(C)(=O)O.C(C)(=O)O.C(C)(=O)O.C(C)(=O)O.C(CCC(CCCC(CCC(CCC)N)N)N)N